ClC1=CC=C(CNC(OC2=CC=CC=C2)=O)C=C1 phenyl (4-chlorobenzyl)carbamate